FC(S(=O)N)(F)F 1,1,1-trifluoromethanesulfinamide